[N+](=O)([O-])C1=CC=C(C=C1)CCNCCC1=CC=CC=C1 (4-nitrophenylethyl)-2-phenylethylamine